(S)-4-cyclopropoxy-N-(3,5-difluoro-4-((6-((1-hydroxypropan-2-yl)oxy)-7-methoxyquinolin-4-yl)oxy)phenyl)nicotinamide C1(CC1)OC1=CC=NC=C1C(=O)NC1=CC(=C(C(=C1)F)OC1=CC=NC2=CC(=C(C=C12)O[C@H](CO)C)OC)F